4H-pyrazolo[4,3-c]pyridine-5-carboxamide N1=NC=C2CN(CC=C21)C(=O)N